ClC=1C=C(C=C2C(=C(C=NC12)C#N)NC1=CC(=C(C=C1)F)Cl)N[C@@H](C1=C2C=NN(C2=CC=C1)C)C=1N=NN(C1)C(C)C (S)-8-chloro-4-((3-chloro-4-fluorophenyl)amino)-6-(((1-isopropyl-1H-1,2,3-triazol-4-yl)(1-methyl-1H-indazol-4-yl)methyl)amino)quinoline-3-carbonitrile